C(C)N1OC([C@H]2[C@H]1[C@H](C[C@H](C2)CC)CC)(C)C |r| rac-(3aR,5R,7S,7aR)-1,5,7-triethyl-3,3-dimethyloctahydrobenzo[c]isoxazole